CC=1C=CC2=C(C(C3=NC4=CC(=CC=C4N=C3C2=O)N2CCN(CC2)S(=O)(=O)C)=O)N1 2-Methyl-9-(4-(methylsulfonyl)piperazin-1-yl)pyrido[2,3-b]phenazin-5,12-dion